NC1=CC(=C(C(=O)N[C@H]2[C@H](CN(CC2)CCOCCC(=O)O)OC)C=C1Cl)OC 3-(2-((3s,4r)-4-(4-amino-5-chloro-2-methoxybenzamido)-3-methoxypiperidin-1-yl)ethoxy)propionic acid